2-amino-3-cyano-4-methyl-6,7-dihydro-5H-1-benzothiophene-4-carboxylic acid NC=1SC2=C(C1C#N)C(CCC2)(C(=O)O)C